C(C)(C)(C)C1=C(C(=CC(=C1)C)C(C)(C)C)O 2,6-di-tertbutyl-4-methyl-phenol